C(C1CO1)(=O)OCCOC 3-oxabutyl 2,3-epoxypropionate